CC1=[N+](C(=C(C2=CC=CC=C12)C=1C=C(C=CC1)C)C(=C)C)[O-] 1-methyl-3-(prop-1-en-2-yl)-4-(m-tolyl)isoquinoline 2-oxide